N1=CC(=CC=C1)C(C(=O)O)OCC pyridin-3-yl-ethoxy-acetic acid